FC1=CC=C(C=C1)C1=C(C(=NN1C)NC1=NC=NC(=C1)N1N=C(C(=C1C)[C@@H](C)OC)C)C |r| (±)-N-[5-(4-fluorophenyl)-1,4-dimethyl-1H-pyrazol-3-yl]-6-{4-[1-methoxyethyl]-3,5-dimethyl-1H-pyrazol-1-yl}pyrimidin-4-amine